N(=C=O)C=1C(=C(C=CC1)C)N1C(N(C(N(C1=O)C1=C(C=CC=C1N=C=O)C)=O)C1=C(C=CC=C1N=C=O)C)=O 1,3,5-tris(3-isocyanatotolyl)-1,3,5-triazine-2,4,6-trione